ClCC(=O)NC1=C(C=C(C(=C1)C)C)Cl 2-chloro-N-(2-chloro-4,5-dimethylphenyl)acetamide